N-sulfopropyl-dimethylacridinium S(=O)(=O)(O)CCC[N+]1=C2C=CC(=C(C2=CC2=CC=CC=C12)C)C